2-(4-formyl-2,6-diisopropylphenyl)acetic acid tert-butyl ester C(C)(C)(C)OC(CC1=C(C=C(C=C1C(C)C)C=O)C(C)C)=O